(2R)-N-[4-chloro-2-[[(1S)-4,4-difluoro-1-[2-(methylamino)-2-oxo-acetyl]pentyl]carbamoyl]phenyl]spiro[2.2]pentane-2-carboxamide ClC1=CC(=C(C=C1)NC(=O)[C@@H]1CC12CC2)C(N[C@@H](CCC(C)(F)F)C(C(=O)NC)=O)=O